5-(tert-butyl)-N-(3-fluoro-2-methyl-4-(3-(2-(N-methylacrylamido)ethoxy)pyridin-4-yl)benzyl)-1,2,4-oxadiazole-3-carboxamide C(C)(C)(C)C1=NC(=NO1)C(=O)NCC1=C(C(=C(C=C1)C1=C(C=NC=C1)OCCN(C(C=C)=O)C)F)C